tert-butyl (Z)-(5-bromo-3-(3-hydroxypent-2-enoyl) pyrazin-2-yl)glycinate BrC=1N=C(C(=NC1)NCC(=O)OC(C)(C)C)C(\C=C(\CC)/O)=O